sulfonyl-imidazolium triflate [O-]S(=O)(=O)C(F)(F)F.S(=O)(=O)=C1N=CC=[NH+]1